2-[2-(trichlorosilyl)ethyl]pyridine Cl[Si](CCC1=NC=CC=C1)(Cl)Cl